hexa(4-methylolphenoxy)cyclotriphosphazene C(O)C1=CC=C(OP2(=NP(=NP(=N2)(OC2=CC=C(C=C2)CO)OC2=CC=C(C=C2)CO)(OC2=CC=C(C=C2)CO)OC2=CC=C(C=C2)CO)OC2=CC=C(C=C2)CO)C=C1